C(C1=CC=CC=C1)OC1=C(N(C=CC1=O)CC(C=1C=NC=CC1)=O)C 3-(benzyloxy)-2-methyl-1-(2-oxo-2-(pyridin-3-yl)ethyl)pyridin-4(1H)-one